3-((1H-indazol-4-yl)methyl)-7-(isothiazol-5-ylmethyl)-5-methyl-3,5-dihydro-4H-pyridazino[4,5-b]indol-4-one N1N=CC2=C(C=CC=C12)CN1N=CC2=C(N(C=3C=C(C=CC23)CC2=CC=NS2)C)C1=O